N-((6-((isoxazol-3-ylmethyl)amino)-1H-indol-2-yl)methyl)-1-methylcyclopropane-1-carboxamide O1N=C(C=C1)CNC1=CC=C2C=C(NC2=C1)CNC(=O)C1(CC1)C